C([O-])([O-])=O.CC[N+](CCCCCCCC)(CCCCCCCC)CCCCCCCC.CC[N+](CCCCCCCC)(CCCCCCCC)CCCCCCCC methyl-trioctylmethyl-ammonium carbonate